CC(C(=O)O)=CC1=CC(=C(C=C1)C1=CC(=C(C=C1)O)C12CC3CC(CC(C1)C3)C2)C=O methyl-3-[3'-adamantan-1-yl-4'-hydroxy-2-(formyl)-biphenyl-4-yl]-acrylic acid